N-(4-bromo-2-fluorophenyl)-4-[ethyl-(methyl)phosphoryl]pyridin-3-amine BrC1=CC(=C(C=C1)NC=1C=NC=CC1P(=O)(C)CC)F